CC12CCCCC2CCC1 7a-methylhexahydro-1H-inden